BrC=1C=C(C=CC1NCCCl)N(C(OC(C)(C)C)=O)CC1CCCCC1 tert-butyl 3-bromo-4-(2-chloroethylamino)phenyl(cyclohexylmethyl)carbamate